OC(=CC)C1=C(C=CC=C1)O 2-(1-hydroxypropenyl)phenol